2-{1-[(4-Chloro-3-fluorophenyl)methyl]-5-oxopyrrolidin-2-yl}-2-oxoacetic Acid ClC1=C(C=C(C=C1)CN1C(CCC1=O)C(C(=O)O)=O)F